3,4-dichloro-2-(3-((1-isopropylpiperidin-4-yl)methyl)-6,7-dihydro-5H-pyrrolo[2,1-c][1,2,4]triazol-6-yl)phenol ClC=1C(=C(C=CC1Cl)O)C1CC2=NN=C(N2C1)CC1CCN(CC1)C(C)C